5-(2-(Hexylamino)pyridin-4-yl)-1H-indazol-3-amine C(CCCCC)NC1=NC=CC(=C1)C=1C=C2C(=NNC2=CC1)N